C1(CC1)[C@H](C(C)(C)O)N1C(C2=C(C=CC=C2C1)C1=CC(=CC=C1)C1=NOC(=N1)C)=O (R)-2-(1-cyclopropyl-2-hydroxy-2-methylpropyl)-7-(3-(5-methyl-1,2,4-oxadiazol-3-yl)phenyl)isoindolin-1-one